O=C1N(C(C=C1)=O)CCCCCC(=O)NC(CS(=O)(=O)O)C=O 2-(6-(2,5-dioxo-2,5-dihydro-1H-pyrrol-1-yl)hexanoylamino)-3-oxopropane-1-sulfonic acid